nickel(III) oxide [Ni+]=O